O.O.P(=O)([O-])([O-])[O-].[Fe+2].[Ti+4].[Zn+2] zinc-titanium-iron phosphate dihydrate